C1(CC1)C=1N=CN(C1)C1=C(OC2=C1C=CC=C2)C(=O)Cl (4-cyclopropyl-1H-imidazol-1-yl)benzofuran-2-carboxylic acid chloride